NC12[C@H](CC(CC1)(CC2)NC(COC2CC(C2)OC(F)(F)F)=O)O N-[(3S)-4-amino-3-hydroxybicyclo[2.2.2]octan-1-yl]-2-{[(1s,3R)-3-(trifluoromethoxy)cyclobutyl]oxy}acetamide